1-[1-(6-chloro-3-methoxy-pyridazin-4-yl)propyl]-3-fluoro-pyrazol-4-amine ClC1=CC(=C(N=N1)OC)C(CC)N1N=C(C(=C1)N)F